ethyl 4-amino-5-(3-methoxy-2,6-dimethylphenyl)-6-phenoxynicotinate NC1=C(C(=NC=C1C(=O)OCC)OC1=CC=CC=C1)C1=C(C(=CC=C1C)OC)C